N-((5-nitro-6-(((tetrahydro-2H-pyran-4-yl)methyl)amino)pyridin-3-yl)sulfonyl)benzamide [N+](=O)([O-])C=1C=C(C=NC1NCC1CCOCC1)S(=O)(=O)NC(C1=CC=CC=C1)=O